2-((1r,4r)-4-ethoxycyclohexylamino)-4-(isopropylamino)pyrimidine-5-carboxamide C(C)OC1CCC(CC1)NC1=NC=C(C(=N1)NC(C)C)C(=O)N